FC=1C=C(C=CC1F)N1C(CCCC12CCN(CC2)C=2C(N(N=C(C2)OC2CCOCC2)C)=O)=O 1-(3,4-difluorophenyl)-9-(2-methyl-3-oxo-6-((tetrahydro-2H-pyran-4-yl)oxy)-2,3-dihydropyridazin-4-yl)-1,9-diazaspiro[5.5]undecan-2-one